C(C)(C)(C)C=1C=C(C=C(C(=O)OCC(C)(C)C2OCC3(CO2)COC(OC3)C(COC(C(=CC3=CC(=C(C(=C3)C)O)C(C)(C)C)O)=O)(C)C)O)C=C(C1O)C 3,9-bis[2-(3-tert-butyl-4-hydroxy-5-methylhydroxycinnamoyloxy)-1,1-dimethylethyl]-2,4,8,10-tetraoxaspiro[5.5]undecane